CN1C(=NC2=C1C=C(C(=C2)C2=CC=CN1C(=CC=C21)C(=O)C2=CC(=C(C(=C2)F)NC(\C=C\CNC2CCC(CC2)OC)=O)F)C(F)(F)F)C (E)-N-(4-(8-(1,2-dimethyl-6-(trifluoromethyl)-1H-benzo[d]imidazol-5-yl)indolizine-3-carbonyl)-2,6-difluorophenyl)-4-(((1r,4r)-4-methoxycyclohexyl)amino)but-2-enamide